C(C1=CC=CC=C1)OCOCC=1N=C(SC1)C(=O)OCC ethyl 4-{[(benzyloxy) methoxy] methyl}-1,3-thiazole-2-carboxylate